4'-C-Azidouridine N(=[N+]=[N-])[C@]1([C@H]([C@H]([C@@H](O1)N1C(=O)NC(=O)C=C1)O)O)CO